3-(((10S)-7-((3R)-3-(2,5-Difluorophenyl)-1-imino-1-oxido-1λ6-thiomorpholine-4-carbonyl)-10-hydroxy-7-azaspiro[4.5]decan-10-yl)methyl)-6-phenylpyrimidin-4(3H)-one FC1=C(C=C(C=C1)F)[C@H]1N(CCS(C1)(=O)=N)C(=O)N1CC2(CCCC2)[C@](CC1)(O)CN1C=NC(=CC1=O)C1=CC=CC=C1